NC=1C(NC2=C3C(=C(C=C2C1C1=C2C=NNC2=C(C=C1)F)C)C=CC(=C3)Cl)=O 3-amino-9-chloro-4-(7-fluoro-1H-indazol-4-yl)-6-methyl-1H-benzo[h]quinolin-2-one